FC=1C=C(C(=NC1)C(=O)OC)C1=NC=C(C=N1)F methyl 5-fluoro-3-(5-fluoropyrimidin-2-yl)picolinate